2-(4-(1-(benzo[d]thiazol-5-yl)ethyl)piperazin-1-yl)-6-imino-5,6,7,8-tetrahydro-6λ4-thiopyrano[4,3-d]pyrimidine 6-oxide S1C=NC2=C1C=CC(=C2)C(C)N2CCN(CC2)C=2N=CC1=C(N2)CCS(C1)(=N)=O